FC1=CC=C2C3(C(NC2=C1)=O)CN(C3)C(=O)OC(C)(C)C tert-butyl 6'-fluoro-2'-oxospiro[azetidine-3,3'-indoline]-1-carboxylate